ClC1=C2C(=NC=C1)N(C=C2C(O)C2CC2)COCC[Si](C)(C)C (4-chloro-1-((2-(trimethylsilyl)-ethoxy)methyl)-1H-pyrrolo[2,3-b]pyridin-3-yl)(cyclopropyl)-methanol